4-(3-ethyl-5-(2',2',6',6'-tetramethyl-[1,4'-bipiperidin]-4-yl)-1H-indol-2-yl)-1H-pyrrolo[2,3-b]pyridine C(C)C1=C(NC2=CC=C(C=C12)C1CCN(CC1)C1CC(NC(C1)(C)C)(C)C)C1=C2C(=NC=C1)NC=C2